C(C)(C)(C)OC(=O)N1CC([C@H]([C@@H](C1)C)NC(=O)C=1C=2N(C=C(C1)Br)C(=CN2)SC(F)(F)F)(F)F |r| racemic-trans-tert-butyl-4-[[6-bromo-3-(trifluoromethylsulfanyl)imidazo[1,2-a]pyridine-8-carbonyl]amino]-3,3-difluoro-5-methyl-piperidine-1-carboxylate